4-[[4-Fluoro-2-(trifluoromethyl)phenyl](2-hydroxyethyl)amino]-5H,6H,7H,8H-pyrido[3,4-d]pyrimidine-7-carboxylic acid tert-butyl ester C(C)(C)(C)OC(=O)N1CC=2N=CN=C(C2CC1)N(CCO)C1=C(C=C(C=C1)F)C(F)(F)F